5-(2-((tert-butoxycarbonyl)amino)-[1,2,4]triazolo[1,5-a]pyridin-7-yl)-2-(methylamino)nicotinic acid C(C)(C)(C)OC(=O)NC1=NN2C(C=C(C=C2)C=2C=NC(=C(C(=O)O)C2)NC)=N1